ClC1=C(C(=CC=C1)C)S(=O)(=O)NCCC1=C(C=CC=C1)Cl 2-chloro-N-[2-(2-chlorophenyl)ethyl]-6-methylbenzene-1-sulfonamide